3,4-dichloro-2-[hydroxy(2-methylpyridin-4-yl)methyl]phenol ClC=1C(=C(C=CC1Cl)O)C(C1=CC(=NC=C1)C)O